C(C1=CC=CC=C1)OC=1C=C2C(=C(N(C2=CC1)C1=CC(=C(C=C1)F)C)Br)CC(=O)OC methyl 2-(5-(benzyloxy)-2-bromo-1-(4-fluoro-3-methylphenyl)-1H-indol-3-yl)acetate